ClC=1C=CC(=NC1)C(CC(=O)OC)=O methyl 3-(5-chloropyridin-2-yl)-3-oxopropanoate